3-(5-(1-((2-(trimethylsilyl)ethoxy)methyl)-1H-1,2,4-triazol-5-yl)pyridin-3-yl)phenyl (naphthalen-2-ylmethyl)carbamate C1=C(C=CC2=CC=CC=C12)CNC(OC1=CC(=CC=C1)C=1C=NC=C(C1)C1=NC=NN1COCC[Si](C)(C)C)=O